C(C)C=1OC=C(N1)C ethyl-4-methyl-1,3-oxazole